O1COC2=C1C=CC(=C2)C2=NN=C(O2)CN2CCC1(CC2)OC2=CC=CC=C2C(C1)=O 1'-((5-(benzo[d][1,3]dioxol-5-yl)-1,3,4-oxadiazol-2-yl)methyl)spiro[chromane-2,4'-piperidin]-4-one